C(C1=CC=CC=C1)C1CN(CC1)C(CCC=1C(=NN(C1CC)C=1C=CC=2N(N1)C(=NN2)C(C)C)CC)=O 1-(3-benzylpyrrolidin-1-yl)-3-(3,5-diethyl-1-(3-isopropyl-[1,2,4]triazolo[4,3-b]pyridazin-6-yl)-1H-pyrazol-4-yl)propan-1-one